E-2,4-Decadienal C(\C=C\C=CCCCCC)=O